(E)-2-(3-pyridyl)-3-hydroxy-4H-pyran-4-one hydrochloride Cl.N1=CC(=CC=C1)C=1OC=CC(C1O)=O